COC1=C(C=CC(=C1)S(=O)(=O)N1CCOCC1)NCC#CC=1N(C2=CC=CC(=C2C1)NC1CCC(CC1)N(C)C)CC(F)(F)F (1S,4S)-N4-[2-(3-{[2-methoxy-4-(morpholine-4-sulfonyl)phenyl]amino}prop-1-yn-1-yl)-1-(2,2,2-trifluoro-ethyl)-1H-indol-4-yl]-N1,N1-dimethyl-cyclohexane-1,4-diamine